C(C)(C)C=1C=C(C=CC1OCCCCC)C1=CC(=C(C=C1)OCCCCC)C(C)C 3,3'-diisopropyl-4,4'-dipentyloxybiphenyl